BrC=1C(=CC(=NC1)OC)C(F)F 5-bromo-4-(difluoromethyl)-2-methoxypyridine